methyl 2-((tert-butoxycarbonyl) amino)-5-oxo-5H-thieno[3,2-b]pyran-6-carboxylate C(C)(C)(C)OC(=O)NC1=CC=2OC(C(=CC2S1)C(=O)OC)=O